Ethyl 7-chloro-3-(1,2,5,6-tetrahydropyridin-3-yl)-1H-indazole-1-carboxylate ClC=1C=CC=C2C(=NN(C12)C(=O)OCC)C=1CNCCC1